[Cl-].P(=O)(OC1=CC=CC=C1)(OC1=CC=CC=C1)[O-] Diphenyl Phosphate Chloride